E,E-8,10-dodecadienyl acetate C(C)(=O)OCCCCCCC\C=C\C=C\C